C(C1=CC=CC=C1)OC(=O)C=1N(C=CC1C1CCN(CC1)C(CNC(=O)OC(C)(C)C)=O)S(NC(=O)OCC1=CC=CC=C1)(=O)=O 1-(Benzyloxycarbonylsulfamoyl)-3-[1-[2-(t-butoxycarbonylamino)acetyl]-4-piperidinyl]pyrrole-2-carboxylic acid benzyl ester